FC=1C(=CC=2C3=C(NC(C2C1)=O)COCC3N(C(=O)C=3NC1=CC(=CC(=C1C3)C)F)C)F N-(8,9-difluoro-6-oxo-1,4,5,6-tetrahydro-2H-pyrano[3,4-c]isoquinolin-1-yl)-6-fluoro-N,4-dimethyl-1H-indole-2-carboxamide